tert-butyl 5-(2,2-difluorocyclopropyl)-4-(hydroxymethyl)-7-methyl-1H-indole-1-carboxylate FC1(C(C1)C=1C(=C2C=CN(C2=C(C1)C)C(=O)OC(C)(C)C)CO)F